N[C@@H]1CN(CC1)C(=O)C=1SC(=CC1C)C1=CC(=C(C=C1)C1CCNCC1)F (S)-(3-aminopyrrolidin-1-yl)(5-(3-fluoro-4-(piperidin-4-yl)phenyl)-3-methylthiophen-2-yl)methanone